(1s,2s,5r)-1-hydroxy-N-(4-(hydroxymethyl)phenethyl)-2-isopropyl-5-methylcyclohexane-1-carboxamide O[C@@]1([C@@H](CC[C@H](C1)C)C(C)C)C(=O)NCCC1=CC=C(C=C1)CO